(3R,8S*)-tert-Butyl-11,11-difluoro-8-(hydroxymethyl)-3-methyl-3,4,8,9,10,11-hexahydro-1H-pyrido[4',3':3,4]pyrazolo[1,5-a]azepine-2(7H)-carboxylate C(C)(C)(C)OC(=O)N1CC=2C(=NN3C2C(CC[C@@H](C3)CO)(F)F)C[C@H]1C |o1:17|